N-(2-pyridyl)-2-methylthiobenzamide N1=C(C=CC=C1)NC(C1=C(C=CC=C1)C)=S